CC=CC(=O)OCCC[Si](OCC)(OCC)OCC gamma-(methyl)acryloyloxypropyl-triethoxysilane